pyridine-5,6(4H)-dicarboxylic acid 5-tert-butyl 6-methyl ester COC(=O)C1=C(CCC=N1)C(=O)OC(C)(C)C